tert-butyl (3-(1-oxidophospholan-1-yl)phenyl)carbamate O=P1(CCCC1)C=1C=C(C=CC1)NC(OC(C)(C)C)=O